C1=CC=NC(=C1)CNCC2=CC=CC=N2 2,2'-dipicolylamine